FC=1C=2N(C=CC1)C(=CN2)C(C)(C)N 2-{8-fluoroimidazo[1,2-a]pyridin-3-yl}propan-2-amine